2-(6,7-dichloro-1-methyl-2,3,4,5-tetrahydro-1H-pyrido[4,3-b]indole-2-carbonyl)-1H-imidazole-5-carbonitrile ClC1=C(C=CC=2C3=C(NC12)CCN(C3C)C(=O)C=3NC(=CN3)C#N)Cl